O=C1N(CC2=CC(=CC=C12)CN1CCN(CC1)C=1C2=C(N=CN1)C=CS2)N2C(NC(CC2)=O)=O 1-(1-oxo-5-((4-(thieno[3,2-d]pyrimidin-4-yl)piperazin-1-yl)methyl)isoindolin-2-yl)dihydropyrimidine-2,4(1H,3H)-dione